C(C)(C)(C)OC(=O)NC=1N=CC(=NC1)C=1N=NN(C1NC(O[C@H](C)C=1C(=NC=C(C1)F)Cl)=O)C (R)-1-(2-chloro-5-fluoropyridin-3-yl)ethyl (4-(5-((tert-butoxycarbonyl)amino)pyrazin-2-yl)-1-methyl-1H-1,2,3-triazol-5-yl)carbamate